COC(=O)C=1C2C=C(C(C1C(=O)OC)O2)C(=O)OC 7-oxabicyclo[2.2.1]hepta-2,5-diene-2,3,5-tricarboxylic acid trimethyl ester